6-(2,2-difluoroethyl)-5,7-dihydrospiro[1,6-naphthyridine-8,1'-cyclopropane] FC(CN1CC=2C=CC=NC2C2(CC2)C1)F